CSC1=NC=C(C(=N1)O)C(F)(F)F 2-methylsulfanyl-5-(trifluoromethyl)pyrimidin-4-ol